N1CC(C1)N1N=CC(=C1)NC1=NC=2C=C(C(=C(C2C=N1)N)F)C1=C(C2=C(OCCN2)N=C1)C N~2~-[1-(azetidin-3-yl)-1H-pyrazol-4-yl]-6-fluoro-7-(8-methyl-2,3-dihydro-1H-pyrido[2,3-b][1,4]oxazin-7-yl)quinazoline-2,5-diamine